ICCC=CC=C 1-iodo-3,5-hexadiene